(3R,4R)-4-{[5-(2,4-difluoro-phenyl)-isoxazole-3-carbonyl]-amino}-1-((1S,2S)-2-methyl-cyclobutyl)-piperidine-3-carboxylic acid dimethylamide CN(C(=O)[C@@H]1CN(CC[C@H]1NC(=O)C1=NOC(=C1)C1=C(C=C(C=C1)F)F)[C@@H]1[C@H](CC1)C)C